3-(5-(((1S,2R)-2-((2,2-difluoroethyl)(ethyl)amino)cyclopentyl)oxy)-1-oxoisoindolin-2-yl)piperidine-2,6-dione FC(CN([C@H]1[C@H](CCC1)OC=1C=C2CN(C(C2=CC1)=O)C1C(NC(CC1)=O)=O)CC)F